ClC1(CN=CC(=C1)F)C1NCCC1 3-chloro-5-fluoro-3-(pyrrolidin-2-yl)pyridine